OC1=C(C(=CC(=C1S(=O)(=O)C(C(=O)N)CO)CCCCC)O)C1C(CCC(=C1)C)C(=C)C (2,6-dihydroxy-5'-methyl-4-pentyl-2'-(prop-1-en-2-yl)-1',2',3',4'-tetrahydro-[1,1'-biphenyl]-3-ylsulfonyl)-3-hydroxypropanamide